O[C@@H](CCC1=C(C=CC(=C1)C)S(=O)(=O)OC[C@H](C)OC1=NN2C(C(=NC(=C2)C2=CC=C(C=C2)Cl)C=2C=NN(C2)C)=N1)C (S)-2-((6-(4-chlorophenyl)-8-(1-methyl-1H-pyrazol-4-yl)-[1,2,4]triazolo[1,5-a]pyrazin-2-yl)oxy)propan-1-ol (R)-3-Hydroxybutyl-4-methylbenzenesulfonate